OC1(CC1)C1=NN(C=N1)C1CC2(CN(C2)C(=O)N2CC3(C2)CN(C3)CC=3SC(=CN3)C(F)(F)F)C1 [6-[3-(1-hydroxycyclopropyl)-1,2,4-triazol-1-yl]-2-azaspiro[3.3]heptan-2-yl]-[6-[[5-(trifluoromethyl)thiazol-2-yl]methyl]-2,6-diazaspiro[3.3]heptan-2-yl]methanone